CC1([C@H](C1)C(=O)N1CC2(C1)CNC[C@H]2C(=O)OC)C Methyl (s)-2-((S)-2,2-dimethylcyclopropane-1-carbonyl)-2,6-diazaspiro[3.4]octane-8-carboxylate